FC1=CC=C2C(CNC2=C1)C 6-fluoro-3-methyl-2,3-dihydro-1H-indole